tert-butyl 4-[1-[4-(2,6-dibenzyloxy-3-pyridyl)phenyl]-4-piperidyl]-piperazine-1-carboxylate C(C1=CC=CC=C1)OC1=NC(=CC=C1C1=CC=C(C=C1)N1CCC(CC1)N1CCN(CC1)C(=O)OC(C)(C)C)OCC1=CC=CC=C1